tert-butyl-4-(4-((4-([1,2,4]triazolo[1,5-a]pyridin-7-yloxy)-2-fluoro-3-methylphenyl)amino)pyrido[3,2-d]pyrimidin-6-yl)-2,2-dimethylpiperazine-1-carboxylate C(C)(C)(C)OC(=O)N1C(CN(CC1)C=1C=CC=2N=CN=C(C2N1)NC1=C(C(=C(C=C1)OC1=CC=2N(C=C1)N=CN2)C)F)(C)C